3-((7-(3-Methylisoxazol-4-yl)-4-oxoquinazolin-3(4H)-yl)methyl)-N-(2-morpholinoethyl)benzamide CC1=NOC=C1C1=CC=C2C(N(C=NC2=C1)CC=1C=C(C(=O)NCCN2CCOCC2)C=CC1)=O